(S)-9-((5-carboxypentyl)oxy)-6-isopropyl-10-methoxy-2-oxo-6,7-dihydro-2H-pyrido[2,1-a]isoquinoline-3-carboxylic acid C(=O)(O)CCCCCOC=1C=C2C[C@H](N3C(C2=CC1OC)=CC(C(=C3)C(=O)O)=O)C(C)C